tert-butyl 4-[6-[2-[(6-cyano-4-quinolyl)amino]ethyl]naphthalene-2-carbonyl]piperazine-1-carboxylate C(#N)C=1C=C2C(=CC=NC2=CC1)NCCC=1C=C2C=CC(=CC2=CC1)C(=O)N1CCN(CC1)C(=O)OC(C)(C)C